CN1C(C=CC2=CC=CC(=C12)[N+](=O)[O-])P(OC)(OC)=O Dimethyl (1-methyl-8-nitro-1,2-dihydroquinolin-2-yl)phosphonate